oleoic acid C(CCCCCCC\C=C/CCCCCCCC)(=O)O